FC=1C=C(COC2=CC=C(CN3[C@@H](C[C@@H](C3)C)C(=O)N)C=C2)C=CC1 (2S,4S)-1-(4-(3-fluorobenzyloxy)benzyl)-4-methylpyrrolidine-2-carboxamide